morpholinide [N-]1CCOCC1